Cl.N1CC(SCC1)CC(=O)OC methyl 2-(thiomorpholin-2-yl)acetate hydrochloride